1'-((3-cyclopropyl-2-oxo-1,5,7,8-tetrahydro-2H-pyrano[4,3-b]pyridin-7-yl)methyl)-2-fluoro-N-methyl-1',2',3',6'-tetrahydro-[3,4'-bipyridine]-6-carboxamide C1(CC1)C1=CC2=C(NC1=O)CC(OC2)CN2CCC(=CC2)C=2C(=NC(=CC2)C(=O)NC)F